N-(4-((4-(5-(dimethylphosphoryl)-1-methyl-1H-pyrazol-3-yl)-3-methoxypyridin-2-yl)amino)-5-propionylpyridin-2-yl)cyclopropanecarboxamide CP(=O)(C)C1=CC(=NN1C)C1=C(C(=NC=C1)NC1=CC(=NC=C1C(CC)=O)NC(=O)C1CC1)OC